C1CCC2=C(C=3CCCC3C=C12)NC(=O)NS(=O)(=O)/C=C/CNC(OC(C)(C)C)=O tert-butyl (E)-(3-(N-((1,2,3,5,6,7-hexahydro-s-indacen-4-yl)carbamoyl)sulfamoyl)allyl)carbamate